trans-4'-propyl-4-p-tolyl-bicyclohexane C(CC)C1CCC(CC1)C1CCC(CC1)C1=CC=C(C=C1)C